(E)-4-(1-(6-nitro-1H-indol-1-yl)cyclopropyl)but-3-en-2-one [N+](=O)([O-])C1=CC=C2C=CN(C2=C1)C1(CC1)/C=C/C(C)=O